5-ethyl-5-propyl-1,3-dioxane C(C)C1(COCOC1)CCC